(3R,6S)-1-(2-(4-(5-fluoropyrimidin-2-yl)phenyl)acetyl)-6-methylpiperidine-3-carboxamide FC=1C=NC(=NC1)C1=CC=C(C=C1)CC(=O)N1C[C@@H](CC[C@@H]1C)C(=O)N